N-allyl-2-(1-(pyridin-2-yl)ethylidene)hydrazine-1-carbothioamide C(C=C)NC(=S)NN=C(C)C1=NC=CC=C1